IC1=NNC2=CC(=CC=C12)C 3-iodo-6-methyl-1H-indazol